FC=1C=C(C=C(C1C)F)CCCC(=O)O 4-(3,5-difluoro-4-methylphenyl)butyric acid